FC(C1=CC=C(C=N1)OC=1C=CC=C2CC(COC12)NC(C=C)=O)(F)F N-(8-[{6-(trifluoromethyl)pyridin-3-yl}oxy]chroman-3-yl)acrylamide